S(=O)(=O)(OC[C@](CCCC)(C)NC(=O)C1=NC=C(C=C1Br)F)[O-].[Na+] sodium (R)-2-(3-bromo-5-fluoropyridinamido)-2-methylhexyl sulfate